C(C)(C)(C)OC(=O)NC1(CC1)CN(C1=C(C=C(C=C1)NC1=NC=2N(C(=C1)N(C(OC(C)(C)C)=O)C1CC1)N=CC2C#N)CS(=O)(=O)C)C tert-butyl (5-((4-(((1-((tert-butoxycarbonyl)amino)cyclopropyl)methyl)(methyl)amino)-3-((methylsulfonyl)methyl)phenyl)amino)-3-cyanopyrazolo[1,5-a]pyrimidin-7-yl)(cyclopropyl)carbamate